C(C)(=O)O[C@@H]1[C@H]([C@H](SC2=CC=C(C=C2)Cl)O[C@@H]([C@H]1OC(C)=O)COC(C)=O)N1C(C=2C(C1=O)=CC=CC2)=O 4-Chlorophenyl 3,4,6-tri-O-acetyl-2-deoxy-2-phthalimido-1-thio-β-D-gluco-pyranoside